C(C)(C)(C)OC(=O)N1CCC2(CC1)OC1=CC(=C(C=C1CC2)C(N[C@@H]2C(NC(CC2)=O)=O)=O)OC (S)-6-((2,6-dioxopiperidin-3-yl)carbamoyl)-7-methoxyspiro[chroman-2,4'-piperidine]-1'-carboxylic acid tert-butyl ester